C1(CC1)C=1N(C=CN1)C=1C=C(OC[C@H](C)OC2=C(C=C(C#N)C=C2)F)C=CC1 (S)-4-((1-(3-(2-cyclopropyl-1H-imidazol-1-yl)phenoxy)propan-2-yl)oxy)-3-fluorobenzonitrile